C(N)(=O)C1(COC1)N1C(C(=CC=C1)COC=1C=CC2=C(C=C(O2)C)C1)O N-(3-carbamoyloxetan-3-yl)-5-((2-hydroxypyridin-3-yl)methoxy)-2-methylbenzofuran